1-(4-((4-((2-fluoro-4-((2-((1-methylcyclopropyl)amino)pyridin-4-yl)oxy)phenyl)amino)-7-methoxyquinazolin-6-yl)amino)piperidin-1-yl)prop-2-en-1-one FC1=C(C=CC(=C1)OC1=CC(=NC=C1)NC1(CC1)C)NC1=NC=NC2=CC(=C(C=C12)NC1CCN(CC1)C(C=C)=O)OC